3-(5-(((S)-1-((2-((1s,4R)-4-Methoxycyclohexyl)quinolin-6-yl)methyl)pyrrolidin-3-yl)oxy)-1-oxoisoindolin-2-yl)piperidine-2,6-dione COC1CCC(CC1)C1=NC2=CC=C(C=C2C=C1)CN1C[C@H](CC1)OC=1C=C2CN(C(C2=CC1)=O)C1C(NC(CC1)=O)=O